5-[3-({(1S)-1-[(1R,3S)-3-aminocyclohexyl]ethyl}amino)-4-(trifluoromethyl)phenyl]-1,3,4-oxadiazol-2(3H)-one N[C@@H]1C[C@@H](CCC1)[C@H](C)NC=1C=C(C=CC1C(F)(F)F)C1=NNC(O1)=O